N-(5-(4-ethylpiperazin-1-yl)-4-methylpyridin-2-yl)-9-isopropylisoxazolo[5,4-H]quinazolin-2-amine C(C)N1CCN(CC1)C=1C(=CC(=NC1)NC1=NC2=C3C(=CC=C2C=N1)ON=C3C(C)C)C